NC1(CC1)C1=CC(=NC(=N1)N1CCOCC1)NC1=CC=C(C=C1)Cl 6-(1-aminocyclopropyl)-N-(4-chlorophenyl)-2-morpholinopyrimidin-4-amine